C1(CC1)C1=CC(=C(C=C1)N1N=C(C=C1C1=CC(=C(C#N)C=C1)F)C(=O)N1C[C@@H](CCC1)NC)F (R)-4-(1-(4-Cyclopropyl-2-fluorophenyl)-3-(3-(methylamino)piperidin-1-carbonyl)-1H-pyrazol-5-yl)-2-fluorobenzonitril